C(C)OCCOCCOC1=CC=C(C=C1)CCC[C@@H](C(=O)OC)N1CCN(CCN(CCN(CC1)[C@H](C(OC)=O)CO)[C@H](C(OC)=O)CO)[C@H](C(=O)OC)CO methyl (2S)-5-{4-[2-(2-ethoxyethoxy)ethoxy]phenyl}-2-{4,7,10-tris[(2S)-3-hydroxy-1-methoxy-1-oxopropan-2-yl]-1,4,7,10-tetraazacyclododecan-1-yl}pentanoate